FC(C1=CC=C(C=C1)S(=O)[O-])(F)F.[Na+] sodium p-trifluoromethylphenyl-sulfinate